N-[2-(1,3-benzodioxol-5-yl)ethyl]-2-[1-[(2,3-difluorophenyl)methyl]-5-oxopyrrolidin-2-yl]acetamid O1COC2=C1C=CC(=C2)CCNC(CC2N(C(CC2)=O)CC2=C(C(=CC=C2)F)F)=O